O1CCN(CC1)S(=O)(=O)C=1C=C(CN2CCC(CC2)C2=CC=C3C=4C(=CC=NC24)N(C3=O)C3C(NC(CC3)=O)=O)C=CC1 3-(8-(1-(3-(morpholinosulfonyl)benzyl)piperidin-4-yl)-5-oxopyrrolo[2,3,4-de]quinolin-4(5H)-yl)piperidine-2,6-dione